[3-[4-[3-[(3R)-3-benzyloxybutoxy]propyl]thiazol-2-yl]-1-tetrahydropyran-2-yl-indazol-5-yl]oxy-tert-butyl-dimethyl-silane C(C1=CC=CC=C1)O[C@@H](CCOCCCC=1N=C(SC1)C1=NN(C2=CC=C(C=C12)O[Si](C)(C)C(C)(C)C)C1OCCCC1)C